CN1N=C(C=C1C=1C=2N(C(=NC1)NCC1=C(C=CC3=C1CCO3)F)C=C(N2)C(=O)C2=CC=CC=C2)C (8-(1,3-dimethyl-1H-pyrazol-5-yl)-5-(((5-fluoro-2,3-dihydrobenzofuran-4-yl)methyl)amino)imidazo[1,2-c]pyrimidin-2-yl)(phenyl)methanone